COCCOCCOC1=C2C=C(NC2=CC=C1)C(=O)N[C@H](C(=O)N[C@H](C(=O)OC)C[C@H]1C(NCCC1)=O)CC(C)(C)C methyl (2S)-2-[[(2S)-2-[[4-[2-(2-methoxy ethoxy)ethoxy]-1H-indole-2-carbonyl]amino]-4,4-dimethyl-pentanoyl]amino]-3-[(3S)-2-oxo-3-piperidyl]propanoate